CC1=CC=CC(=N1)C1=C(N=CN1)C=1C=C2C=C(C=NC2=CC1)C1=CC=C(C=N1)C(=O)OC[C@@H]1NCCC1 [(2R)-pyrrolidin-2-yl]methyl 6-[6-[5-(6-methyl-2-pyridyl)-1H-imidazol-4-yl]-3-quinolyl]pyridine-3-carboxylate